2-(2-chlorophenyl)-N-{3-[(2,4-dimethoxybenzyl)sulfamoyl]-4-[4-(2-methoxyethyl)-1H-pyrazol-1-yl]phenyl}acetamide ethyl-2-((4-methoxyphenyl)(methyl)amino)-3-oxobutanoate C(C)OC(C(C(C)=O)N(C)C1=CC=C(C=C1)OC)=O.ClC1=C(C=CC=C1)CC(=O)NC1=CC(=C(C=C1)N1N=CC(=C1)CCOC)S(NCC1=C(C=C(C=C1)OC)OC)(=O)=O